1-[2-[[4-[5-[(3R,4R)-3,4-difluoropyrrolidin-1-yl]-3-pyridyl]triazole-1-yl]methyl]imidazo[1,2-a]pyridin-6-yl]-N-[(3-fluoro-1-bicyclo[1.1.1]pentyl)methyl]methylamine F[C@@H]1CN(C[C@H]1F)C=1C=C(C=NC1)C=1N=NN(C1)CC=1N=C2N(C=C(C=C2)CNCC23CC(C2)(C3)F)C1